ClC=1C=C2CCC[C@]3(C2=CC1)CN(C1=C(OC3)C=CC(=C1)C(=O)OC)C[C@H]1[C@@H](CC1)[C@@H]1OCCC(C1)=O (S)-METHYL 6'-CHLORO-5-(((1R,2R)-2-((R)-4-OXOTETRAHYDRO-2H-PYRAN-2-YL)CYCLOBUTYL)METHYL)-3',4,4',5-TETRAHYDRO-2H,2'H-SPIRO[BENZO[B][1,4]OXAZEPINE-3,1'-NAPHTHALENE]-7-CARBOXYLATE